NC=1N=C(C2=C(N1)C=NN2CC2=C(C=C(C=N2)C2N(CCCC2)C(=O)OC(C)(C)C)OC)N[C@H](CCO)CCC tert-butyl 2-(6-((5-amino-7-(((S)-1-hydroxyhexan-3-yl)amino)-1H-pyrazolo[4,3-d]pyrimidin-1-yl)methyl)-5-methoxypyridin-3-yl)piperidine-1-carboxylate